DABSYL-(Dimethylaminoazosulfonic acid) S(=O)(=O)(C1=CC=C(N=NC2=CC=C(N(C)C)C=C2)C=C1)CN(N=NS(=O)(=O)O)C